COC1=CC2=C(C=3C=CC=NC3C=C2)C=C1 8-methoxybenzo[f]quinoline